tert-butyl (S)-(3-((6-(2-(2,3-difluoro-6-(2-morpholinothiazol-4-yl)phenoxy)acetamido)hexyl)amino)-1-(4-(4-methylthiazol-5-yl)phenyl)-3-oxopropyl)carbamate FC1=C(OCC(=O)NCCCCCCNC(C[C@@H](C2=CC=C(C=C2)C2=C(N=CS2)C)NC(OC(C)(C)C)=O)=O)C(=CC=C1F)C=1N=C(SC1)N1CCOCC1